Phenylpropynylamide C1(=CC=CC=C1)CC#C[NH-]